CN(C)CC=1C(=NC=C(C1)C1CCOCC1)N ((dimethylamino)methyl)-5-(tetrahydro-2H-pyran-4-yl)pyridin-2-amine